6-(Hydroxymethyl)nicotinate OCC1=NC=C(C(=O)[O-])C=C1